tri(trichloromethyl) phosphate P(=O)(OC(Cl)(Cl)Cl)(OC(Cl)(Cl)Cl)OC(Cl)(Cl)Cl